C(#N)CN1N=C2C(N(C(C=C2N2C[C@H](N(C[C@@H]2CC)C(C)C2=CC(=C(C(=O)N(C)C)C=C2)F)CC)=O)C)=C1 4-(1-((2R,5S)-4-(2-(cyanomethyl)-4-methyl-5-oxo-4,5-dihydro-2H-pyrazolo[4,3-b]pyridin-7-yl)-2,5-diethylpiperazin-1-yl)ethyl)-2-fluoro-N,N-dimethylbenzamide